tert-butyl (2S,4S)-4-[2-(8-fluoro-2-methyl-imidazo[1,2-a]pyridin-6-yl)-4-methyl-5-oxo-pyrido[4,3-d]pyrimidin-6-yl]-2-methyl-piperidine-1-carboxylate FC=1C=2N(C=C(C1)C=1N=C(C3=C(N1)C=CN(C3=O)[C@@H]3C[C@@H](N(CC3)C(=O)OC(C)(C)C)C)C)C=C(N2)C